FC(OC[C@H]1N(CCN(C1)CC1=CC=C(C=C1)C(F)(F)F)C=1OC(=CN1)C(=O)O)F (S)-2-(2-((difluoromethoxy)methyl)-4-(4-(trifluoromethyl)benzyl)piperazin-1-yl)oxazole-5-carboxylic acid